FC(OC1=CC=CC2=CN(C3C=4N(C(=C21)C3)C3=C(N4)C=CC=C3)CCO)F 1-(difluoromethoxy)-6-(2-hydroxyethyl)-6,7-dihydro-7,14-methanobenzimidazo[1,2-b][2,5]benzodiazocin